CN1N=CC(=C1)CCOC1=NC(=CC(=N1)N1CCOCC1)N1N=C(C=C1)COC1=CC=CC=C1 4-(2-(2-(1-methyl-1H-pyrazol-4-yl)ethoxy)-6-(3-(phenoxymethyl)-1H-pyrazol-1-yl)pyrimidin-4-yl)morpholine